N-(5-Cyano-3-(1',2'-dihydrospiro[cyclopropane-1,3'-pyrrolo[2,3-b]pyridin]-5'-yl)-1H-indol-7-yl)-N-methylmethanesulfonamide C(#N)C=1C=C2C(=CNC2=C(C1)N(S(=O)(=O)C)C)C=1C=C2C(=NC1)NCC21CC1